FC1=C(CNC(COC=2C=3N(C=C(C2)OC)N=C(C3)C=3N=C2SC(=NN2C3)OC)=O)C=CC=C1 N-(2-fluorobenzyl)-2-((6-methoxy-2-(2-methoxyimidazo[2,1-b][1,3,4]thiadiazol-6-yl)pyrazolo[1,5-a]pyridin-4-yl)oxy)acetamide